C(C)C1(OC2=CC=C(C=C2C(C1)=O)C=1SC(=NN1)C=1C=NC=C(C1)C)CC 2,2-diethyl-6-(5-(5-methylpyridin-3-yl)-1,3,4-thiadiazol-2-yl)chroman-4-one